C[C@H]1CCN1C=1C=NNC(C1C(F)(F)F)=O (2S,4S)-4-methyl-1-(6-oxo-5-(trifluoromethyl)-1,6-dihydropyridazin-4-yl)azetidin